ONC(=O)[C@H]1[C@@H]2CC[C@H](CN1S(=O)(=O)C=1C=NC(=CC1)OC1=CC=C(C=C1)C(C)(C)O)N2C(=O)OCCOC 2-methoxyethyl (1S,2R,5R)-2-(hydroxycarbamoyl)-3-((6-(4-(2-hydroxypropan-2-yl)phenoxy)pyridin-3-yl)sulfonyl)-3,8-diazabicyclo[3.2.1]octane-8-carboxylate